2,3-difluorobenzoic acid methyl ester COC(C1=C(C(=CC=C1)F)F)=O